4-(4-(3,8-diazabicyclo[3.2.1]octan-3-yl)-2-(((2S,4R)-4-methoxy-1-methylpyrrolidin-2-yl)methoxy)-5,8-dihydropyrido[3,4-d]pyrimidin-7(6H)-yl)-5-bromonaphthalen-2-ol C12CN(CC(CC1)N2)C=2C1=C(N=C(N2)OC[C@H]2N(C[C@@H](C2)OC)C)CN(CC1)C1=CC(=CC2=CC=CC(=C12)Br)O